O1CCC(CC1)NC1=CC2=C(C=N1)C=C(N2COCC[Si](C)(C)C)C2=NC(=NC=C2)OCC(F)(F)F N-(tetrahydro-2H-pyran-4-yl)-2-(2-(2,2,2-trifluoroethoxy)pyrimidin-4-yl)-1-((2-(trimethylsilyl)ethoxy)methyl)-1H-pyrrolo[3,2-c]pyridin-6-amine